[Pb].[Co] cobalt-lead salt